(S)-1-(4-(6-((2-methyl-1,1-dioxido-2,3,3a,4-tetrahydropyrido[2,3-b][1,2,5]thiadiazolo[2,3-d][1,4]oxazin-8-yl)amino)pyridin-3-yl)phenyl)pyrrolidin-2-one CN1C[C@@H]2N(C3=C(OC2)N=CC(=C3)NC3=CC=C(C=N3)C3=CC=C(C=C3)N3C(CCC3)=O)S1(=O)=O